3-[[3-(4-phenoxyphenyl)imidazo[1,2-b]pyridazin-6-yl]amino]propan-1-ol O(C1=CC=CC=C1)C1=CC=C(C=C1)C1=CN=C2N1N=C(C=C2)NCCCO